C1(=CC=C(C=C1)C1=NC(=NC(=N1)C1=CC=C(C=C1)C1=CC=CC=C1)C1=C(C=C(OC(C(=O)OCCCCCC(C)C)C)C=C1)O)C1=CC=CC=C1 6-methylheptyl 2-{4-[4,6-di(4-biphenylyl)-1,3,5-triazine-2-yl]-3-hydroxyphenoxy}propanoate